anti-arsinic acid [AsH2](O)=O